C(C=C)OC(N(C)CC1=C(C=CC(=C1)NC([C@H](C)NC(=O)OCC1C2=CC=CC=C2C=2C=CC=CC12)=O)COC(=O)OC1=CC=C(C=C1)[N+](=O)[O-])=O (S)-(5-(2-((((9H-fluoren-9-yl)methoxy)carbonyl)amino)propionamido)-2-((((4-nitrophenoxy)carbonyl)oxy)methyl)benzyl)(methyl)carbamic acid allyl ester